N-(1-(2-(methyl(4-(4-(trifluoromethyl)phenoxy)phenyl)amino)-2-oxoethyl)-1H-pyrazol-4-yl)-3-phenoxypropanamide hydrochloride Cl.CN(C(CN1N=CC(=C1)NC(CCOC1=CC=CC=C1)=O)=O)C1=CC=C(C=C1)OC1=CC=C(C=C1)C(F)(F)F